5BETA-PREGNAN-20-ON CC([C@H]1CC[C@H]2[C@@H]3CC[C@@H]4CCCC[C@]4(C)[C@H]3CC[C@]12C)=O